1,2-di-palmitoyl-sn-glycerol C(CCCCCCCCCCCCCCC)(=O)OC[C@@H](OC(CCCCCCCCCCCCCCC)=O)CO